N[C@H](C(=O)OCCCC(=O)O)C(C)C (S)-4-(2-amino-3-methylbutyryloxy)butanoic acid